C1(CCCCC1)N[C@@H]([C@H](N)C1=CC=CC=C1)C1=CC=CC=C1 (1R,2R)-N-(cyclohexyl)-1,2-diphenyl-ethylenediamine